(R)-N-(1-(5-((2-methyl-4-(4-morpholino-7H-pyrrolo[2,3-d]pyrimidin-6-yl)phenyl)amino)pyrimidin-2-yl)piperidin-3-yl)acrylamide CC1=C(C=CC(=C1)C1=CC2=C(N=CN=C2N2CCOCC2)N1)NC=1C=NC(=NC1)N1C[C@@H](CCC1)NC(C=C)=O